methyl 2-[9-(3-amino-3-oxo-propyl)-11-ethyl-1,9-diazatricyclo[6.3.1.04,12]dodeca-2,4(12),5,7-tetraen-2-yl]-7-methoxy-1-methyl-benzimidazole-5-carboxylate NC(CCN1C2=CC=CC=3C=C(N(C(C1)CC)C32)C3=NC2=C(N3C)C(=CC(=C2)C(=O)OC)OC)=O